CN(C(=O)CC(=O)O)C 2-(DIMETHYLCARBAMOYL)ACETIC ACID